5-{(3'R)-1'-[(1R)-1-(1H-imidazol-2-yl)propyl]-6,7-dihydrospiro[pyrazolo[5,1-c][1,4]oxazine-4,3'-pyrrolidin]-2-yl}-3-(trifluoromethyl)pyridin-2-amine N1C(=NC=C1)[C@@H](CC)N1C[C@@]2(CC1)OCCN1C2=CC(=N1)C=1C=C(C(=NC1)N)C(F)(F)F